(4-(((4-nitronaphthalen-1-yl)oxy)methyl)pyridin-2-yl)pyrazin-2-amine [N+](=O)([O-])C1=CC=C(C2=CC=CC=C12)OCC1=CC(=NC=C1)C=1C(=NC=CN1)N